COC(=O)N1C2COCC1CC(C2)N2C[C@H]1C([C@H]1C2)C(N(CC)CC)=O 7-[(1r,5s,6r)-6-(diethylcarbamoyl)-3-azabicyclo[3.1.0]hex-3-yl]-3-oxa-9-azabicyclo[3.3.1]nonane-9-carboxylic acid methyl ester